OC1=CC=C2C(C(=COC2=C1CO)C1=C(C=CC=C1)OC)=O 7-Hydroxy-8-(hydroxymethyl)-3-(2-methoxyphenyl)-4H-chromen-4-one